C(CCCCCCCCC)C=1C=CC2=C(N=C(O2)N2C[C@@H](CC2)NC(OC(C)(C)C)=O)C1 Tert-butyl (R)-(1-(5-decylbenzo[d]oxazol-2-yl)pyrrolidin-3-yl)carbamate